3,5,5-trimethyl-hexyl 2-ethyl-hexyl ether C(C)C(COCCC(CC(C)(C)C)C)CCCC